1-(1-methylsulfonyl-cyclopropyl)ethanone CS(=O)(=O)C1(CC1)C(C)=O